CN1N=CC(=C1)NC[C@@H]1OCCCC1 methyl-N-{[(2R)-oxacyclohexan-2-yl]Methyl}-1H-pyrazol-4-amine